(E)-7-((1-(But-2-enoyl)-3-(3-chloro-2-methylphenyl)azetidin-3-yl)amino)-2-methylisoquinolin-1(2H)-one C(\C=C\C)(=O)N1CC(C1)(C1=C(C(=CC=C1)Cl)C)NC1=CC=C2C=CN(C(C2=C1)=O)C